C(C1=CC=CC=C1)OCCOC=1C=CC(=NC1Br)C(=O)OC methyl 5-(2-(benzyloxy)ethoxy)-6-bromopicolinate